1-(4-(di(pyridin-3-yl)methyl)piperazine-1-carbonyl)-1H-benzo[d][1,2,3]triazole-6-carbonitrile N1=CC(=CC=C1)C(N1CCN(CC1)C(=O)N1N=NC2=C1C=C(C=C2)C#N)C=2C=NC=CC2